Cl.ClC=1C=CC(=NC1)N1C(=NC=2C=NC=CC21)C(C)N 1-[1-(5-chloro-2-pyridinyl)imidazo[4,5-c]pyridin-2-yl]ethanamine hydrochloride